3-bromo-6-chloro-1H-pyrazolo[3,4-d]pyrimidine-4-carbonitrile BrC1=NNC2=NC(=NC(=C21)C#N)Cl